Ethyl (5R)-5-methyl-2-(3-methylpyridin-4-yl)-6,7-dihydro-5H-pyrazolo[5,1-b][1,3]oxazine-3-carboxylate C[C@@H]1CCN2C(O1)=C(C(=N2)C2=C(C=NC=C2)C)C(=O)OCC